aminophenyl-boric acid hydrochloride Cl.NC1=C(C=CC=C1)OB(O)O